C(C)(C)(C)OC(=O)N1C2CN(CC1CC2)C=2C1=C(N=C(N2)Cl)C(=C(N=C1)Cl)F.C(CNC(=N)NC(=N)N)NC(=N)NC(=N)N ethylenebis-biguanide tert-butyl-3-(2,7-dichloro-8-fluoro-pyrido[4,3-d]pyrimidin-4-yl)-3,8-diazabicyclo[3.2.1]octane-8-carboxylate